CC(C)(C)OC(=O)N[C@@H](CSSCC(C(=O)O)NC(=O)OC(C)(C)C)C(=O)O N,N'-bis(tert-butoxycarbonyl)-L-cystine